FC([C@@H]1N(CC1)C=1N=C(C2=C(N1)C(CC2)(F)F)C2=CC1=C([C@H](CO1)NS(=O)(=O)C)C=C2)F N-((R)-6-(2-((R)-2-(difluoromethyl)azetidin-1-yl)-7,7-difluoro-6,7-dihydro-5H-cyclopenta[d]pyrimidin-4-yl)-2,3-dihydrobenzofuran-3-yl)methanesulfonamide